C(C)OC(=O)C(CNCC1N(CCN(C1)C(=O)OC(C)(C)C)C(=O)OCC1=CC=CC=C1)CC 1-Benzyl 4-tert-butyl 2-(((2-(ethoxycarbonyl)butyl)amino)-methyl)piperazine-1,4-dicarboxylate